CN1CC2(C1)CC(C2)N2N=CC(=C2)N 1-(2-methyl-2-azaspiro[3.3]heptane-6-yl)-1H-pyrazol-4-amine